O=C1CCC(N1)C(=O)NC1=CC(=CC=2OCOC21)OC2=CC(=CC=C2)C(F)(F)F 5-oxo-N-(6-(3-(trifluoromethyl)phenoxy)benzo[d][1,3]dioxol-4-yl)pyrrolidine-2-carboxamide